[Ni].[As].[Cu] copper-arsenic-nickel